ClC1=CC=C(C=C1)C1=C(CCC(C1)(C)C)CN1C2CN(CC1C2)CC=2C=C1CN(C(C1=CC2)=O)C2CNCCC2 3-(5-((6-((4'-chloro-5,5-dimethyl-3,4,5,6-tetrahydro-[1,1'-biphenyl]-2-yl)methyl)-3,6-diazabicyclo[3.1.1]heptan-3-yl)methyl)-1-oxoisoindolin-2-yl)piperidine